F[C@H]1[C@@H]2CCC[C@H](CC1=O)N2C(=O)OC(C)(C)C |r| (±)-tert-butyl (1S,2S,5R)-2-fluoro-3-oxo-9-azabicyclo[3.3.1]nonane-9-carboxylate